N-(2-(2-(((2-fluoropyridin-3-yl)methyl)amino)ethoxy)ethyl)-N-methylcyclohexanamine FC1=NC=CC=C1CNCCOCCN(C1CCCCC1)C